FC=1C=CC=C2C=C(C=CC12)O 8-fluoro-3-hydroxynaphthalene